(S)-2-(pent-2-yloxy)-7-(piperidin-4-ylidenemethyl)imidazo[2,1-f][1,2,4]triazin-4-amine C[C@@H](CCC)OC1=NN2C(C(=N1)N)=NC=C2C=C2CCNCC2